1,3-dimethyl-2-naphthol CC1=C(C(=CC2=CC=CC=C12)C)O